COCCOCCNS(=O)(=O)C=1C=C(C=CC1)C1=CN=C2N1C=C(C=C2)OC(NC)=O (3-(3-(N-(2-(2-methoxyethoxy)ethyl)sulfamoyl)phenyl)imidazo[1,2-a]pyridine-6-yl)(methyl)carbamate